CN(C1=C(C=CC(=C1)C(=O)OC)[C@@H]1CC2(CC2)CCN1CC1=C2C=CN(C2=C(C=C1OC)C)C(=O)OC(C)(C)C)C tert-butyl (S)-4-((5-(2-(dimethylamino)-4-(methoxycarbonyl)phenyl)-6-azaspiro[2.5]octan-6-yl)methyl)-5-methoxy-7-methyl-1H-indole-1-carboxylate